C(C)(=O)N1[C@H](CN(CC1)CCOC1=CC=C(C=C1)NC(NCC(=O)NC1=CC=C(C=C1)N[C@@H]1C[C@@H](N(C2=CC=CC=C12)C(CC)=O)C)=O)C 2-(3-(4-(2-((S)-4-acetyl-3-methylpiperazin-1-yl)ethoxy)phenyl)ureido)-N-(4-(((2S,4R)-2-methyl-1-propionyl-1,2,3,4-tetrahydroquinolin-4-yl)amino)phenyl)acetamide